OCC12CC3(CC(CC(C1)C3)C2)O 3-(hydroxymethyl)-1-adamantanol